C(CCCCCC\C=C/C\C=C/CCCCC)C(O[Si](OCCCCCCN(CCO)CCO)(C)C)OCCCCCCCCCCCCCCC(C)C 13-((8Z,11Z)-heptadeca-8,11-dien-1-yl)-3-(2-hydroxyethyl)-11,11,29-trimethyl-10,12,14-trioxa-3-aza-11-silatriacontan-1-ol